nonacosyl oleate C(CCCCCCC\C=C/CCCCCCCC)(=O)OCCCCCCCCCCCCCCCCCCCCCCCCCCCCC